(2-(4-bromo-1-(2,2,2-trifluoroethyl)-1H-indol-2-yl)thiazol-5-yl)methanol BrC1=C2C=C(N(C2=CC=C1)CC(F)(F)F)C=1SC(=CN1)CO